Tantalum-nickel [Ni].[Ta]